1-(Naphthalen-1-yl)cyclopropane-1-carbonitrile C1(=CC=CC2=CC=CC=C12)C1(CC1)C#N